4-ethoxyacetophenone CCOC1=CC=C(C=C1)C(=O)C